[Ba+2].FC(CCC)S(=O)(=O)[O-].FC(CCC)S(=O)(=O)[O-] fluorobutanesulfonic acid barium salt